N-(2-(hydroxymethyl)-2-methylcyclopentyl)-4-(1H-imidazol-1-yl)picolinamide OCC1(C(CCC1)NC(C1=NC=CC(=C1)N1C=NC=C1)=O)C